imidazo[1,5-a]pyridine-7-sulfonamide C=1N=CN2C1C=C(C=C2)S(=O)(=O)N